F[C@H]1CN(CCC1)C=1OC2=C(N1)C=CC(=C2)N (R)-2-(3-fluoropiperidin-1-yl)benzo[d]oxazol-6-amine